3-((3-(trifluoromethyl)benzyl)amino)azetidine FC(C=1C=C(CNC2CNC2)C=CC1)(F)F